N-(3-(5-chloro-2-ethoxyphenyl)-1-((1-hydroxycyclohexyl)methyl)-1H-pyrazol-4-yl)pyrazolo[1,5-a]pyrimidine-3-carboxamide ClC=1C=CC(=C(C1)C1=NN(C=C1NC(=O)C=1C=NN2C1N=CC=C2)CC2(CCCCC2)O)OCC